FC=1C(=C(C=CC1F)[C@H]1[C@@H](O[C@]([C@H]1C)(C(F)(F)F)C)C(=O)NC=1C=CC(=C(C1)B(O)O)F)OC (5-((2R,3S,4S,5R)-3-(3,4-difluoro-2-methoxyphenyl)-4,5-dimethyl-5-(trifluoromethyl)tetrahydrofuran-2-carboxamido)-2-fluorophenyl)boronic acid